3-(7-((3,3-difluoro-1-methylpiperidin-4-yl)amino)-3-ethylthieno[3,2-c]pyridin-2-yl)prop-2-yn FC1(CN(CCC1NC=1C2=C(C=NC1)C(=C(S2)C#CC)CC)C)F